(S)-3-(3,5-difluorophenyl)-2-(((S)-(perfluorophenoxy)(phenoxy)phosphoryl)amino)propanoate FC=1C=C(C=C(C1)F)C[C@@H](C(=O)[O-])N[P@](=O)(OC1=CC=CC=C1)OC1=C(C(=C(C(=C1F)F)F)F)F